SNC(=O)OCC mercaptourethane